C(C)(=O)N1CC(C1)(C)C1=NN(C=C1)C1=NC=C(C(=C1)N1C(C(=C(C=C1C)OC([2H])([2H])C1=NC=C(C=C1F)F)Cl)=O)C 2'-(3-(1-acetyl-3-methylazetidin-3-yl)-1H-pyrazol-1-yl)-3-chloro-4-((3,5-difluoropyridin-2-yl)methoxy-d2)-5',6-dimethyl-2H-[1,4'-bipyridin]-2-one